rac-1-tert-butyl 3-methyl 4-methoxypiperidine-1,3-dicarboxylate COC1C(CN(CC1)C(=O)OC(C)(C)C)C(=O)OC